(5-(1-(4-(5-(difluoromethyl)-1,3,4-oxadiazol-2-yl)-2,6-difluorobenzyl)-1H-1,2,3-triazol-4-yl)pyridin-2-yl)methylamine FC(C1=NN=C(O1)C1=CC(=C(CN2N=NC(=C2)C=2C=CC(=NC2)CN)C(=C1)F)F)F